(R)-2-((1-(3-cyclopropyl-2,7-dimethyl-1-oxo-1,2-dihydroisoquinolin-5-yl)ethyl)amino)benzoic acid C1(CC1)C=1N(C(C2=CC(=CC(=C2C1)[C@@H](C)NC1=C(C(=O)O)C=CC=C1)C)=O)C